3,3-difluoro-2,2-dimethyl-1-((2S,5S)-9-(4-phenylbut-1-yn-1-yl)-2,3-dihydro-2,5-methanopyrido[3,4-f][1,4]oxazepin-4(5H)-yl)propan-1-one FC(C(C(=O)N1C[C@H]2OC3=C([C@@H]1C2)C=NC=C3C#CCCC3=CC=CC=C3)(C)C)F